tert-butyl (R)-3-((8-fluoro-4-(2-methoxy-4-methylphenyl)phthalazin-1-yl)amino)piperidine-1-carboxylate FC=1C=CC=C2C(=NN=C(C12)N[C@H]1CN(CCC1)C(=O)OC(C)(C)C)C1=C(C=C(C=C1)C)OC